1-[6-(5-Cyclopropyl-4-methyl-1H-imidazol-2-yl)pyridin-2-yl]-1,4-diazepane C1(CC1)C1=C(N=C(N1)C1=CC=CC(=N1)N1CCNCCC1)C